bis(triphenylphosphine) copper (I) acetate C(C)(=O)[O-].[Cu+].C1(=CC=CC=C1)P(C1=CC=CC=C1)C1=CC=CC=C1.C1(=CC=CC=C1)P(C1=CC=CC=C1)C1=CC=CC=C1